COC(C1=CC(=C(C(=C1)F)C1CC1)S(=O)(=O)Cl)=O 3-(chlorosulfonyl)-4-cyclopropyl-5-fluorobenzoic acid methyl ester